5-(difluoromethyl)-1-methyl-1H-pyrazole-3-carbonyl chloride FC(C1=CC(=NN1C)C(=O)Cl)F